C(C=C)OC=1C=C(C=CC1)NS(=O)(=O)C1=CC=C(C=C1)OC N-(3-(allyloxy)phenyl)-4-methoxybenzenesulphonamide